C(=O)(O)C=1C2C(C=CC1C(=O)O)(C1=CC=CC=C1)S2 3,4-dicarboxybiphenyl sulfide